(cyclohexylidene)-aminooxyacetic acid 2-(isopropyloxy)-2-oxoethyl ester C(C)(C)OC(COC(C(ON)=C1CCCCC1)=O)=O